tert-butyl 4-(4-(1,4-dimethyl-1H-pyrazol-5-yl)-5-fluoropyrimidin-2-yl)piperazine-1-carboxylate CN1N=CC(=C1C1=NC(=NC=C1F)N1CCN(CC1)C(=O)OC(C)(C)C)C